N1(CCCC1)C=1OC2=C(N1)C=C(C=C2)NC(=O)C2=CC1=C(OCO1)C=C2 benzo[1,3]dioxole-5-carboxylic acid (2-pyrrolidin-1-yl-benzoxazol-5-yl)-amide